(E)-4-(3,5-dimethoxystyryl)-3-triethylsiloxyphenol COC=1C=C(/C=C/C2=C(C=C(C=C2)O)O[Si](CC)(CC)CC)C=C(C1)OC